NC1=NC=2C=C(C(=CC2C2=C1C=NN2C)C(=O)N(C)CC2=NC=C(C=C2)F)F 4-amino-7-fluoro-N-((5-fluoro-2-pyridinyl)methyl)-N,1-dimethyl-1H-pyrazolo[4,3-c]quinoline-8-carboxamide